2-((R)-4-((2-(3-((1s,3S)-3-methyl-1-(4-methyl-4H-1,2,4-triazol-3-yl)cyclobutyl)phenyl)-3-oxo-7-(trifluoromethyl)isoindolin-5-yl)methyl)morpholin-2-yl)acetonitrile CC1CC(C1)(C1=NN=CN1C)C=1C=C(C=CC1)N1CC2=C(C=C(C=C2C1=O)CN1C[C@H](OCC1)CC#N)C(F)(F)F